3-hydroxy-2-(4-methoxy-3-(methoxymethoxy)phenyl)-7-(methoxymethoxy)chroman-4-one OC1C(OC2=CC(=CC=C2C1=O)OCOC)C1=CC(=C(C=C1)OC)OCOC